3-(phenylamino)butan-2-one C1(=CC=CC=C1)NC(C(C)=O)C